Tert-Butyl N-[2-[2-[2-[2-[2-(3-amino-2-fluoro-1-methyl-propoxy)ethoxy]ethoxy]ethoxy]ethoxyethyl]ethyl]carbamate NCC(C(OCCOCCOCCOCCOCCCCNC(OC(C)(C)C)=O)C)F